(5-((6-((S)-3-benzylisooxazolidin-2-yl)pyrimidin-4-yl)amino)-2-(4-ethylpiperazin-1-yl)-4-methoxyphenyl)acrylamide C(C1=CC=CC=C1)[C@@H]1N(OCC1)C1=CC(=NC=N1)NC=1C(=CC(=C(C1)C(C(=O)N)=C)N1CCN(CC1)CC)OC